BrCC(=O)C1(CC2=CC=CC=C2C1)CC 2-(2-bromoacetyl)-2-ethyl-indane